CN1C(N(CC=2C1=NC(=NC2)NC2=CC=C(C=C2)N2CCN(CC2)C)CC2=C(C=CC=C2)[N+](=O)[O-])=O 1-methyl-7-((4-(4-methylpiperazin-1-yl)phenyl)amino)-3-(2-nitrobenzyl)-3,4-dihydropyrimido[4,5-d]pyrimidin-2(1H)-one